2,2-dimethyl-3-phenylpropanamide CC(C(=O)N)(CC1=CC=CC=C1)C